(3S,4S,5R,6R)-2,3,4,5-tetrabenzyloxy-6-(2-diethoxyphosphorylethyl)tetrahydropyran C(C1=CC=CC=C1)OC1O[C@@H]([C@H]([C@@H]([C@@H]1OCC1=CC=CC=C1)OCC1=CC=CC=C1)OCC1=CC=CC=C1)CCP(=O)(OCC)OCC